1-methyl-N-(2-[[(2R)-2-methylpyrrolidin-1-yl]methyl]-1-[[2-(trimethylsilyl)ethoxy]methyl]pyrrolo[3,2-c]pyridin-6-yl)indazole-5-carboxamide CN1N=CC2=CC(=CC=C12)C(=O)NC1=CC2=C(C=N1)C=C(N2COCC[Si](C)(C)C)CN2[C@@H](CCC2)C